C(C)(=O)N1C[C@H]2CCC[C@H]([C@H]2C1)C(=O)N1[C@@H](C[C@H](C1)F)C(=O)N[C@H](C1=CC=C(C=C1)C(C)C)C1=CC=CC=C1 (2S,4R)-1-[(3aS,4R,7aS)-2-acetyl-octahydro-1H-isoindole-4-carbonyl]-4-fluoro-N-[(S)-phenyl[4-(propan-2-yl)phenyl]methyl]pyrrolidine-2-carboxamide